benzyl 2-(ethoxymethyl)-1-(2-hydroxy-2-methylpropyl)-5-phenyl-1H-imidazole-4-carboxylate C(C)OCC=1N(C(=C(N1)C(=O)OCC1=CC=CC=C1)C1=CC=CC=C1)CC(C)(C)O